(R)-tert-butyl (2-((5-(4-(2-hydroxy-3-(trityloxy)propoxy)phenyl)pyridin-2-yl)amino)ethyl)carbamate O[C@H](COC1=CC=C(C=C1)C=1C=CC(=NC1)NCCNC(OC(C)(C)C)=O)COC(C1=CC=CC=C1)(C1=CC=CC=C1)C1=CC=CC=C1